OC1=CC=C(C=C1)C1=C(C=C(C=2C3=CC=C(C(=C3C=CC12)OC)O)OC)O (4-hydroxyphenyl)-4,8-dimethoxy-2,7-phenanthrenediol